FC(OC1CCC(CC1)NC1=NC=C(C(=N1)NC1(CCC1)C)C(=O)N)F 2-((1r,4r)-4-(difluoromethoxy)cyclohexylamino)-4-(1-methylcyclobutylamino)pyrimidine-5-carboxamide